(3-(((((1R,4R)-4-((2-Methoxybenzamido)methyl)-4-(thiophen-3-yl)cyclohexyl)oxy)carbonyl)amino)propyl)triphenylphosphonium iodide [I-].COC1=C(C(=O)NCC2(CCC(CC2)OC(=O)NCCC[P+](C2=CC=CC=C2)(C2=CC=CC=C2)C2=CC=CC=C2)C2=CSC=C2)C=CC=C1